(R,E)-2-cyano-N-(1-(3,4-dimethoxyphenyl)ethyl)-3-(5-(1,3-dimethyl-1H-pyrazol-4-yl)-1H-pyrrolo[2,3-b]pyridin-3-yl)acrylamide C(#N)/C(/C(=O)N[C@H](C)C1=CC(=C(C=C1)OC)OC)=C\C1=CNC2=NC=C(C=C21)C=2C(=NN(C2)C)C